FC=1C(=CC=2C3=C(NC(C2C1)=O)COC[C@@H]3N(C(C3=CC=C(C=C3)S(=O)(=O)C)=O)C)F (R)-N-(8,9-difluoro-6-oxo-1,4,5,6-tetrahydro-2H-pyrano[3,4-c]isoquinolin-1-yl)-N-methyl-4-(methylsulfonyl)benzamide